(2-cyclopropoxy-4-fluorophenyl)(6-((5-(2-fluorophenyl)-1-methyl-1H-pyrazol-3-yl)oxy)-2-azaspiro[3.3]heptan-2-yl)methanone C1(CC1)OC1=C(C=CC(=C1)F)C(=O)N1CC2(C1)CC(C2)OC2=NN(C(=C2)C2=C(C=CC=C2)F)C